FC1=C(C=C(C=C1)F)C=1N=CC(=NC1)N 5-(2,5-difluorophenyl)pyrazin-2-amine